(E)-3-(4-(3-bromoprop-1-ene-1-yl)-1-carbonylisoindolin-2-yl)piperidine-2,6-dione BrC/C=C/C1=C2CN(C(C2=CC=C1)=C=O)C1C(NC(CC1)=O)=O